C(C)OC1=NC=CC=C1C1=CC(=C2C(=N1)C=NN2C(CC)C)NCC=2OC(=NN2)C 5-(2-ethoxy-3-pyridinyl)-N-[(5-methyl-1,3,4-oxadiazol-2-yl)methyl]-1-[1-methylpropyl]pyrazolo[4,3-b]pyridin-7-amine